BrC1=C(C=C(C=C1)OC)COC 1-bromo-4-methoxy-2-(methoxymethyl)benzene